2,2',2'',2'''-((((carboxymethyl)azanediyl)bis(ethane-2,1-diyl))bis(azanetriyl))tetraacetic acid C(=O)(O)CN(CCN(CC(=O)O)CC(=O)O)CCN(CC(=O)O)CC(=O)O